NC1=CC=C(C=N1)/C=C/C(=O)NCC=1OC2=C(C1)C=C(C=C2C=2C=NC(=CC2)F)C2=CC=C(C=C2)C(=O)N2CCC(CC2)(F)F (E)-3-(6-amino-pyridin-3-yl)-N-((5-(4-(4,4-difluoro-piperidine-1-carbonyl)phenyl)-7-(6-fluoro-pyridin-3-yl)benzofuran-2-yl)methyl)acrylamide